C(C)(C)(C)OC(=O)NC1=CC=2N(C=C1F)N=C(C2C(=O)OCC)C ethyl 5-((tert-butoxycarbonyl) amino)-6-fluoro-2-methylpyrazolo[1,5-a]pyridine-3-carboxylate